N-isopropyl-N-methylprop-2-en-1-amine C(C)(C)N(CC=C)C